BrC1=CC(=C(OC=2C(=CC(=C(C2)S(=O)(=O)NC2CC(C2)O)OC)C#N)C(=C1)Cl)Cl 5-(4-bromo-2,6-dichlorophenoxy)-4-cyano-N-((1R,3R)-3-hydroxycyclobutyl)-2-methoxybenzenesulfonamide